FC1=C(C(=CC=C1)OC)C1=NC=CC2=C1CN(C2=O)C2=NC(=CC(=C2)OC)N2CCNCC2 4-(2-fluoro-6-methoxyphenyl)-2-(4-methoxy-6-(piperazin-1-yl)pyridin-2-yl)-2,3-dihydro-1H-pyrrolo[3,4-c]pyridin-1-one